tert-butyl N-[(1S,3R)-3-[[6-chloro-4-(pyridine-2-amido) pyridin-3-yl]amino]cyclohexyl]carbamate ClC1=CC(=C(C=N1)N[C@H]1C[C@H](CCC1)NC(OC(C)(C)C)=O)NC(=O)C1=NC=CC=C1